(E)-7-(3-benzylidene-2,5-dioxopyrrolidinyl)heptanoic acid ethyl ester C(C)OC(CCCCCCN1C(/C(/CC1=O)=C/C1=CC=CC=C1)=O)=O